NC1=C(C(=NC(=C1F)C1=C(C(=C(C=C1)Cl)OC)F)C(=O)NCC(=O)O)Cl (4-amino-3-chloro-6-(4-chloro-2-fluoro-3-methoxyphenyl)-5-fluoropyridinoyl)glycine